N[C@@H](CC(C)C)C(=O)C([C@@H](C(=O)O)N)SSC[C@@H](C(=O)O)N leucyl-cystine